C(C)(C)(C)OC(=O)N1CC2=CC=CC=C2C[C@H]1C(N(C(C)C)CC)=O (3S)-3-[ethyl-(isopropyl)carbamoyl]-3,4-dihydro-1H-isoquinoline-2-carboxylic acid tert-butyl ester